(3r,4r)-3-fluoro-N-{5-fluoro-6-iodo-7-isopropylpyrrolo[2,1-f][1,2,4]triazin-2-yl}-1-methanesulfonylpiperidin-4-amine F[C@@H]1CN(CC[C@H]1NC1=NN2C(C=N1)=C(C(=C2C(C)C)I)F)S(=O)(=O)C